4-bromo-2-morpholinoaniline BrC1=CC(=C(N)C=C1)N1CCOCC1